BrC1=CC=CCN1C1=C(C=C(C=C1)NC1=NC(=NC=C1OC)N1CCN(CC1)CC=1SC=CC1)OC 6-bromo-N-(2-methoxy-4-((5-methoxy-2-(4-(thiophen-2-ylmethyl)piperazin-1-yl)pyrimidin-4-yl)amino)phenyl)pyridine